C(CCCCCCCCCCCCCCCCCCCCCCC)OC[C@@H](OO)COP(=O)(O)OCC[N+](C)(C)C 1-Tetracosanyl-2-hydroxy-sn-glycero-3-phosphorylcholine